BrCC(CCN1C(C2=CC=CC=C2C1=O)=O)=O 2-(4-bromo-3-oxobutyl)isoindole-1,3-dione